NC=1C(=C2C(=NC1)OCC2)N2C[C@H]([C@@H]([C@H](C2)C)O[Si](C)(C)C(C)(C)C)NC(OC(C)(C)C)=O tert-Butyl ((3R,4R,5S)-1-(5-amino-2,3-dihydrofuro[2,3-b]pyridin-4-yl)-4-{[tert-butyl(dimethyl)silyl]oxy}-5-methylpiperidin-3-yl)carbamate